1-heptyl-4-(2-(2-methoxyethoxy)ethoxy)benzene C(CCCCCC)C1=CC=C(C=C1)OCCOCCOC